Cl.COC=1C=CC=C2C(C(=CNC12)C(=O)O)=O 8-methoxy-4-oxo-1,4-dihydroquinoline-3-carboxylic acid hydrochloride